ClC1=NC=C(C(=C1)C1=C(C=NC(=C1)C)C(=O)NC=1SC2=C(N1)CN(C2)C(=O)C2=NC=C(N=C2)OC(F)F)OC 2'-Chloro-N-(5-(5-(difluoro-methoxy)pyrazine-2-carbonyl)-5,6-dihydro-4H-pyrrolo[3,4-d]thiazol-2-yl)-5'-methoxy-6-methyl-[4,4'-bipyridine]-3-carboxamide